4-((3-(((6-Chloro-2-(trifluoromethyl)quinolin-4-yl)amino)methyl)-3-(4-fluorophenyl)azetidin-1-yl)methyl)pyridine 1-oxide ClC=1C=C2C(=CC(=NC2=CC1)C(F)(F)F)NCC1(CN(C1)CC1=CC=[N+](C=C1)[O-])C1=CC=C(C=C1)F